tert-Butyl trans-3-((5-fluoropyrimidin-2-yl)oxy)-4-((4-(trifluoromethyl)benzyl)oxy)pyrrolidine-1-carboxylate FC=1C=NC(=NC1)O[C@@H]1CN(C[C@H]1OCC1=CC=C(C=C1)C(F)(F)F)C(=O)OC(C)(C)C